[N+](=O)([O-])C1=CC=C(C=C1)S(=S)(=O)[O-] p-nitrophenylthiosulfonate